6-(1-(8-(Cyclopropylmethyl)-8-azabicyclo[3.2.1]octan-3-yl)piperidin-4-yl)-2-(3-fluoro-4-(methylsulfonyl)phenyl)-1,4-dimethyl-1H-benzo[d]imidazol C1(CC1)CN1C2CC(CC1CC2)N2CCC(CC2)C=2C=C(C1=C(N(C(=N1)C1=CC(=C(C=C1)S(=O)(=O)C)F)C)C2)C